4-[[5-(2,3-dihydrothieno[3,4-b][1,4]dioxin-5-yl)-4-methyl-1,2,4-triazol-3-yl]sulfanyl]-3,5-difluoro-benzenecarbohydroxamic acid O1C=2C(OCC1)=C(SC2)C=2N(C(=NN2)SC2=C(C=C(C=C2F)C(=O)NO)F)C